2-(2,4-dimethoxypyrimidin-5-yl)oxazole COC1=NC=C(C(=N1)OC)C=1OC=CN1